cyclohexylamine-HCl Cl.C1(CCCCC1)N